2-(5-((4-benzylpiperidin-1-yl)methyl)-4H-1,2,4-triazol-3-yl)-1H-indole-5-carboxylic acid C(C1=CC=CC=C1)C1CCN(CC1)CC=1NC(=NN1)C=1NC2=CC=C(C=C2C1)C(=O)O